C(C)N(C=1C=C2CN(C(C2=CC1)=O)C1C(NC(CC1)=O)=O)[C@@H]1[C@@H](CCCC1)NCC 3-(5-(ethyl-((1S,2R)-2-(ethylamino)cyclohexyl)amino)-1-oxoisoindolin-2-yl)piperidine-2,6-dione